C1=C(C=CC2=CC=CC=C12)C1=CC(=C(C=C1C1=CC2=CC=CC=C2C=C1)OCCOC1=C(C2=CC=CC=C2C=C1)C1=C(C=CC2=CC=CC=C12)OCCO)OCCOC1=C(C2=CC=CC=C2C=C1)C1=C(C=CC2=CC=CC=C12)OCCO 2,2'-{[4,5-di(naphthalen-2-yl)-1,2-phenylene]bis(oxyethane-2,1-diyloxy[1,1'-binaphthalene]-2',2-diyloxy)}di(ethan-1-ol)